(2-((6-(4-cyclopropyl-6-methoxypyrimidin-5-yl)-1H-pyrazolo[3,4-d]pyrimidin-1-yl)methyl)-5-(1-isopropyl-4-(trifluoromethyl)-1H-imidazol-2-yl)phenyl)methanol C1(CC1)C1=NC=NC(=C1C1=NC=C2C(=N1)N(N=C2)CC2=C(C=C(C=C2)C=2N(C=C(N2)C(F)(F)F)C(C)C)CO)OC